C(C=C)(=O)NC=1C=C(C=CC1)B([O-])[O-] 3-acrylamido-phenylboronate